N[C@@H]1C[C@H](N(C1)C(C1=CC=CC=C1)(C1=CC=CC=C1)C1=CC=CC=C1)CO ((2S,4R)-4-amino-1-tritylpyrrolidin-2-yl)methanol